(S)-2-[(2S,5S)-5-{[tert-butylbis(phenyl)siloxy]methyl}-2-isopropyl-1-methyl-3-oxo-1,2,3,4,5,6-hexahydro-1,4-benzodiazocin-9-yloxy]-2-methylbutyl 2-methyl-2-propanecarbamate CC(C)(C)NC(=O)OC[C@@](CC)(C)OC1=CC2=C(C[C@H](NC([C@@H](N2C)C(C)C)=O)CO[Si](C2=CC=CC=C2)(C2=CC=CC=C2)C(C)(C)C)C=C1